CNC(C1=CC(=CC=C1)CN1C(C2=CC=C(C=C2C=C1)C1=CC=NC=C1)=O)=O N-Methyl-3-((1-oxo-6-(pyridin-4-yl)isoquinolin-2(1H)-yl)methyl)benzamide